CN(C1=CC=C2CC3(CCNCC3)C(C2=C1)N)C N6,N6-dimethyl-1,3-dihydrospiro[indene-2,4'-piperidine]-1,6-diamine